(5-Chloro-4,6-dimethylisoxazolo[5,4-b]pyridin-3-yl)carbamic acid phenyl ester C1(=CC=CC=C1)OC(NC1=NOC2=NC(=C(C(=C21)C)Cl)C)=O